FC1=C(N)C=C(C(=C1OC)F)F 2,4,5-trifluoro-3-methoxyaniline